tert-butyl (2S,6R)-2-(hydroxymethyl)-6-(propan-2-yl)morpholine-4-carboxylate OC[C@@H]1CN(C[C@H](O1)C(C)C)C(=O)OC(C)(C)C